C(C)[NH+](CC)CC triethyl-aminium